benzyl-4-methylspiro[indene-2,4'-piperidine]-1(3H)-one C(C1=CC=CC=C1)N1CCC2(CC1)C(C1=CC=CC(=C1C2)C)=O